BrC1=CC=C2COC3(C2=C1)CNC3 6'-Bromo-3'H-spiro[azetidine-3,1'-isobenzofuran]